6-fluoro-N1-(pyridazin-3-ylmethyl)benzene-1,2-diamine FC=1C=CC=C(C1NCC=1N=NC=CC1)N